FC(C1=NC(=NC(=C1)C1=CC(=C(C(=C1)OC)OC)OC)SCCC(=O)O)(F)F 3-((4-(trifluoromethyl)-6-(3,4,5-trimethoxyphenyl)pyrimidin-2-yl)thio)propanoic acid